CN(CCC(C(=O)N)CCCC1SSCC1)C (2-(dimethylamino)ethyl)-5-(1,2-dithiolan-3-yl)valeramide